BrC=1SC=C(N1)C(=O)N(C1CN(C(C1(C)C)=O)CC(F)(F)F)C1=CC(=CC(=C1)OC)OC 2-bromo-N-(3,5-dimethoxyphenyl)-N-[4,4-dimethyl-5-oxo-1-(2,2,2-trifluoroethyl)pyrrolidin-3-yl]thiazole-4-carboxamide